O1CC(C2=C1C=CC=C2)CC(=O)O (2,3-dihydro-1-benzofuran-3-yl)acetic acid